ClC=1C=C(C=NC1)C1=NC(=C2N=CN(C2=N1)[C@H]1[C@@H]([C@@H]([C@H](O1)C(=O)NC([2H])([2H])[2H])O)O)NCC1=CC(=CC=C1)OC (2S,3S,4R,5R)-5-(2-(5-chloropyridin-3-yl)-6-(3-methoxybenzylamino)-9H-purin-9-yl)-3,4-dihydroxyl-N-(methyl-d3)-tetrahydrofuran-2-carboxamide